6-(4-Amino-2,6-dichlorophenoxy)-2-ethyl-3,4-dihydroisoquinolin-1(2H)-one NC1=CC(=C(OC=2C=C3CCN(C(C3=CC2)=O)CC)C(=C1)Cl)Cl